C(C1=CC=CC=C1)OC1=C2C(=CNC2=C(C=C1)CC=C)C(C(=O)N(C)C)=O 2-[4-(benzyloxy)-7-(2-propenyl)indol-3-yl]-N,N-dimethyl-glyoxylamide